OCC(C)(C)C1=CC(=C(C(=C1)C)O)C 4-(1-hydroxy-2-methyl-propan-2-yl)-2,6-dimethylphenol